3-[(1R,2R)-2-[6-(2,4-dimethoxypyrimidin-5-yl)imidazo[1,2-b]pyridazin-8-yl]cyclopropyl]-8-(trifluoromethyl)quinoline COC1=NC=C(C(=N1)OC)C=1C=C(C=2N(N1)C=CN2)[C@H]2[C@@H](C2)C=2C=NC1=C(C=CC=C1C2)C(F)(F)F